NC1=C2N=CN(C2=NC=N1)C[C@@H](C)OCP(OCCSCCCCCCCCCCCC1=CC=C(C=C1)[Si](C)(C)C)(O)=O 2-((11-(4-(trimethylsilyl)phenyl)undecyl)thio)ethyl hydrogen ((((R)-1-(6-amino-9H-purin-9-yl)propan-2-yl)oxy)methyl)phosphonate